C1(CC1)C1=NNC(=N1)C1CC2(CN(C2)C(=O)N2CCC(CC2)C23CC(C2)(C3)C=3OC(=NN3)C3(CC3)C(F)(F)F)C1 [6-(3-cyclopropyl-1H-1,2,4-triazol-5-yl)-2-azaspiro[3.3]heptan-2-yl]-[4-[3-[5-[1-(trifluoromethyl)cyclopropyl]-1,3,4-oxadiazol-2-yl]-1-bicyclo[1.1.1]pentanyl]piperidino]methanone